(2S)-3-(2,3-difluorophenyl)-2-(9H-fluoren-9-ylmethoxycarbonylamino)propanoic acid FC1=C(C=CC=C1F)C[C@@H](C(=O)O)NC(=O)OCC1C2=CC=CC=C2C=2C=CC=CC12